9,9'-(5-(4,6-diphenyl-1,3,5-triazin-2-yl)-1,3-phenylene)bis(3-(9,9'-spirobi[fluoren]-1-yl)-9H-carbazole) C1(=CC=CC=C1)C1=NC(=NC(=N1)C1=CC=CC=C1)C=1C=C(C=C(C1)N1C2=CC=CC=C2C=2C=C(C=CC12)C1=CC=CC=2C3=CC=CC=C3C3(C12)C1=CC=CC=C1C=1C=CC=CC13)N1C3=CC=CC=C3C=3C=C(C=CC13)C1=CC=CC=3C2=CC=CC=C2C2(C13)C1=CC=CC=C1C=1C=CC=CC12